[N-(2-Aminoethyl)-3-Aminopropyl]dimethoxymethylsilan NCCNCCC[SiH2]C(OC)OC